COCC(C(=O)O)SC1=NC(NC=C1C)=O 3-methoxy-2-[(5-methyl-2-oxo-1H-pyrimidin-4-yl)sulfanyl]propanoic acid